C12(CCC(CC1)CC2)COC=2C=CC(=NC2)C(C)=O 1-(5-(bicyclo[2.2.2]oct-1-ylmethoxy)pyridin-2-yl)ethan-1-one